N1-(4-((4-(dimethylamino)phenyl)diazenyl)phenyl)-N8-hydroxyoctanediamide CN(C1=CC=C(C=C1)N=NC1=CC=C(C=C1)NC(CCCCCCC(=O)NO)=O)C